ClC1=NC(=C2C=C(C=NC2=C1)S(=O)(=O)C)NC1C[C@H]2CC[C@@H](C1)N2C(=O)OC(C)(C)C tert-Butyl (1R,3s,5S)-3-((7-chloro-3-(methylsulfonyl)-1,6-naphthyridin-5-yl)amino)-8-azabicyclo[3.2.1]octane-8-carboxylate